C(O[C@@H]1[C@@](O[C@H](C1)N1C2=NC(=NC(=C2N=C1)N)F)(C#C)CO[Si](C)(C)C(C)(C)C)(OC1=CC=C(C=C1)[N+](=O)[O-])=O [(2R,3S,5R)-5-(6-amino-2-fluoro-purin-9-yl)-2-[[tert-butyl (dimethyl) silyl] oxymethyl]-2-ethynyl-tetrahydrofuran-3-yl] (4-nitrophenyl) carbonate